FC1=C(CNC([C@@H](CCCN\C(=N/C(NCCNC(CC)=O)=O)\N)NC(C(C2=CC=C(C=C2)OCCCN2CCNCC2)C2=CC=CC=C2)=O)=O)C(=CC(=C1)O)F (2R)-N-(2,6-difluoro-4-hydroxybenzyl)-2-(2-phenyl-2-(4-(3-(piperazin-1-yl)propoxy)phenyl)acetamido)-5-((Z)-2-((2-propionamidoethyl)carbamoyl)guanidino)pentanamide